18-methyl-4-estrene-3,17-dione CC[C@@]12C(CC[C@H]1[C@@H]1CCC3=CC(CC[C@@H]3[C@H]1CC2)=O)=O